CC(CO)(CCC)C 2,2-dimethyl-1-pentanol